C(#N)C=1C=CC(=C(C1)C1=CC(=CN1)S(=O)(=O)NC1=NC(=C(C=C1F)OCCF)F)F 5-(5-cyano-2-fluorophenyl)-N-[3,6-difluoro-5-(2-fluoroethoxy)pyridin-2-yl]-1H-pyrrole-3-sulfonamide